Dibutyl-(diethylamino)germanium hydride C(CCC)[GeH](N(CC)CC)CCCC